CC(=O)NCCS The molecule is a member of the class of acetamides that is the N-acetyl-deriavtive of cysteamine. It has a role as a metabolite. It derives from a cysteamine.